(S)-3-(3-(4-(Dimethylphosphoryl)phenyl)-2-oxo-2,3-dihydro-1H-imidazol-1-yl)-2-(4-fluoro-3,5-dimethylphenyl)-4-methyl-4,5,6,7-tetrahydro-2H-pyrazolo[4,3-c]pyridin-5-ium chloride [Cl-].CP(=O)(C)C1=CC=C(C=C1)N1C(N(C=C1)C=1N(N=C2C1[C@@H]([NH2+]CC2)C)C2=CC(=C(C(=C2)C)F)C)=O